2-(2-(4-methoxybenzyl)-5-(trifluoromethyl)-2H-1,2,3-triazole-4-yl)-2-methylhydrazinecarboxylic acid tert-butyl ester C(C)(C)(C)OC(=O)NN(C)C1=NN(N=C1C(F)(F)F)CC1=CC=C(C=C1)OC